5-((((3'-chloro-2'-(2-chloro-3-((3-fluoro-4-(((2-hydroxypropyl)amino)methyl)pyridin-2-yl)amino)phenyl)-6-(difluoromethoxy)-[2,4'-bipyridin]-5-yl)methyl)amino)methyl)pyrrolidin-2-one ClC=1C(=NC=CC1C1=NC(=C(C=C1)CNCC1CCC(N1)=O)OC(F)F)C1=C(C(=CC=C1)NC1=NC=CC(=C1F)CNCC(C)O)Cl